(3-(benzyloxy)-2-iodo-5-(trifluoromethyl)phenyl)methanol C(C1=CC=CC=C1)OC=1C(=C(C=C(C1)C(F)(F)F)CO)I